1-(2,6-dimethylphenyl)-6-fluoro-7-(2-fluoro-4-methoxyphenyl)-4-(piperazin-1-yl)quinolin-2(1H)-one CC1=C(C(=CC=C1)C)N1C(C=C(C2=CC(=C(C=C12)C1=C(C=C(C=C1)OC)F)F)N1CCNCC1)=O